ClC1=CC=C(C=C1)C(C(CC(=O)OC)C1=CC=CC=C1)=O methyl 4-(4-chlorophenyl)-4-oxo-3-phenylbutyrate